(R,S)-acetylsalicylic acid C(C)(=O)OC=1C(C(=O)O)=CC=CC1